Aminopropyl-1,4-butylenediamine NCCCNCCCCN